C1=CC=CC=2C3=CC=CC=C3C(C12)COC(=O)N([C@H](C(=O)O)CCCC)C (2S)-2-[9H-fluoren-9-yl-methoxycarbonyl(methyl)amino]hexanoic acid